C(C1=CC=CC=C1)OC(=O)N1CCC(CC1)C 4-methyl-piperidine-1-carboxylic acid benzyl ester